ethylene glycolAt C(CO)(=O)O.C=C